N1=NC(=NC(=C1)N)N 1,2,4-triazine-3,5-diamine